FC1=NC(=CC=C1C(C)=O)C=1C=NN2C1C=CC(=C2)OC=2N=NC(=CC2)C 1-[2-fluoro-6-[6-(6-methylpyridazin-3-yl)oxypyrazolo[1,5-a]pyridin-3-yl]pyridin-3-yl]ethanone